C1=CC=C(C=2OC3=C(C21)C=CC=C3)C3=CC=C(C=C3)N(C3=CC(=CC=C3)C=3C2=CC=CC=C2C=2C=CC=CC2C3)C3=CC(=CC=C3)C=3C2=CC=CC=C2C=2C=CC=CC2C3 N-(4-(dibenzo[b,d]furan-4-yl)phenyl)-3-(phenanthren-9-yl)-N-(3-(phenanthren-9-yl)phenyl)aniline